C(C(=C)C)(=O)O.CC=1C(OC2=CC=CC=C2C1)=O methylcoumarin methacrylate